(cyclopentadienyl)(pentacyclopentadienyl)zirconium dichloride [Cl-].[Cl-].C1(C=CC=C1)[Zr](C1C=CC=C1)(C1C=CC=C1)(C1C=CC=C1)(C1C=CC=C1)C1C=CC=C1